1-(3-chloro-5-(1-((5-(5-(difluoromethyl)-1,3,4-oxadiazol-2-yl)-3-fluoropyridin-2-yl)methyl)-1H-1,2,3-triazol-4-yl)phenyl)-N,N-dimethylmethanamine ClC=1C=C(C=C(C1)C=1N=NN(C1)CC1=NC=C(C=C1F)C=1OC(=NN1)C(F)F)CN(C)C